C(C)N1C=NC(=C1)CN (1-ethyl-1H-imidazol-4-yl)methanamine